CN(C)[Si](C1=CC(=CC=C1)C(=C)C)(N(C)C)N(C)C tris(dimethylamino)(3-isopropenylphenyl)silane